FC=1C=CC(=NC1)C1=NSC(=N1)NC1=NC=CC=C1N(C)C N2-(3-(5-fluoro-pyridin-2-yl)-1,2,4-thiadiazol-5-yl)-N3,N3-dimethylpyridine-2,3-diamine